(2-chlorophenyl)(2,2-Dimethyl-1,2,3,7-tetrahydropyrrolo[3',2':5,6]pyrido[3,4-b][1,4]oxazin-9-yl) Methyl ketone CC(=O)C1=CNC2=C1C1=C(OCC(N1C1=C(C=CC=C1)Cl)(C)C)C=N2